5,6,7,8-tetrahydro-[1,2,4]triazolo[4,3-a]pyrazine hydrochloride Cl.N=1N=CN2C1CNCC2